(S)-4-amino-1-((S)-2-chloro-6-methylphenyl)-N-(2-fluoro-3-(pyrrolidin-2-yl)phenyl)-6-oxo-1,6-dihydropyrimidine-5-carboxamide NC=1N=CN(C(C1C(=O)NC1=C(C(=CC=C1)[C@H]1NCCC1)F)=O)C1=C(C=CC=C1C)Cl